1-(tert-butyl) 3-ethyl 4-(1-cyano-2-ethoxy-2-oxoethylidene)pyrrolidine-1,3-dicarboxylate C(#N)C(C(=O)OCC)=C1C(CN(C1)C(=O)OC(C)(C)C)C(=O)OCC